FC=1C=2N(C=CC1)N=C(C2)[C@H]2N(CCC1=C2N=CN1)C(=O)C=1OC(=NN1)C1=NC=C(C=C1)C(F)(F)F (S)-(4-(4-fluoropyrazolo[1,5-a]pyridin-2-yl)-6,7-dihydro-1H-imidazo[4,5-c]pyridin-5(4H)-yl)(5-(5-(trifluoromethyl)pyridin-2-yl)-1,3,4-oxadiazol-2-yl)methanone